O[C@H](CC)C1=CC(=C(C=N1)C=1C=2N(C3=CC=NC=C3C1)C(=CN2)C(=O)N)C 4-{6-[(1R)-1-hydroxypropyl]-4-methylpyridin-3-yl}imidazo[1,2-a]1,6-naphthyridin-1-carboxamide